(2S)-4-[(5-chloro-2-methyl-3-nitro-phenyl)methyl]-2-methyl-piperazine-1-carboxylic acid tert-butyl ester C(C)(C)(C)OC(=O)N1[C@H](CN(CC1)CC1=C(C(=CC(=C1)Cl)[N+](=O)[O-])C)C